ClC1=CC(=C(C=C1)C1=NC(=CC2=C1N=C(N(C2=O)C)C(F)(F)F)N2C[C@@H](OCC2)C=2C=NN(C2)C)F 8-(4-chloro-2-fluoro-phenyl)-3-methyl-6-[(2S)-2-(1-methylpyrazol-4-yl)morpholin-4-yl]-2-(trifluoromethyl)pyrido[3,4-d]pyrimidin-4-one